COC1=CC(=C(C#N)C=C1)NC=1C(=NC=CC1)C 4-methoxy-2-((2-methylpyridin-3-yl)amino)benzonitrile